2-chloro-N-(2,3-dihydrobenzo[b][1,4]dioxin-6-yl)-N-(3,4,5-trimethoxyphenyl)acetamide ClCC(=O)N(C1=CC(=C(C(=C1)OC)OC)OC)C1=CC2=C(OCCO2)C=C1